[18F]C1=C(N=NO1)C1=CC=CC=C1 [18F]-fluorophenyloxadiazole